8-hydroxy-7-((S)-5H-imidazo[5,1-a]isoindol-5-yl)-5,6,7,8-tetrahydronaphthalene-2-carbonitrile OC1C(CCC=2C=CC(=CC12)C#N)[C@@H]1N2C(C3=CC=CC=C13)=CN=C2